5,6-Difluorobenzo[d]thiazole-2-carboxylic acid ethyl ester C(C)OC(=O)C=1SC2=C(N1)C=C(C(=C2)F)F